FC(C1=CC=C(CN2C=NC3=C2C=CC(=C3)C3=CC=CC(=N3)[C@@H](CO)O)C=C1)(F)F (S)-1-(6-(1-(4-(trifluoromethyl)benzyl)-1H-benzo[d]imidazol-5-yl)pyridin-2-yl)ethane-1,2-diol